8-(3-fluorophenyl)-N-(4-(piperazin-1-yl)phenyl)pyrido[3,4-d]pyrimidin-2-amine FC=1C=C(C=CC1)C1=NC=CC2=C1N=C(N=C2)NC2=CC=C(C=C2)N2CCNCC2